ClC1=CNC=2N=C(N=C(C21)O[C@@H]2C[C@@H](N(C2)C(C=C)=O)C)NC=2C=NN(C2)CC 1-((2S,4R)-4-((5-chloro-2-((1-ethyl-1H-pyrazol-4-yl)amino)-7H-pyrrolo[2,3-d]pyrimidin-4-yl)oxy)-2-methyltetrahydropyrrole-1-yl)-prop-2-en-1-one